C1(=CC=CC=C1)C1=NC(=NC(=N1)C1=CC=CC=C1)C=1C=C(C(=C(C1)C=1C=CC=2N(C3=CC=CC=C3C2C1)C1=CC=CC=C1)C1=NC=CC=C1)C=1C=CC=2N(C3=CC=CC=C3C2C1)C1=CC=CC=C1 3,3'-(5-(4,6-diphenyl-1,3,5-triazin-2-yl)-2-(pyridin-2-yl)-1,3-phenylene)bis(9-phenyl-9H-carbazole)